C(C)(C)(C)OC(=O)N1CC(CCCC1)(C=O)NC(=O)OC(C)(C)C 3-((tert-butoxycarbonyl)amino)-3-formylazepan-1-carboxylic acid tert-butyl ester